(S)-3-(5-(4-((4-fluoropiperidin-4-yl)methyl)piperazin-1-yl)-1-oxoisoindolin-2-yl)piperidine-2,6-dione hydrochloride Cl.FC1(CCNCC1)CN1CCN(CC1)C=1C=C2CN(C(C2=CC1)=O)[C@@H]1C(NC(CC1)=O)=O